ClC1=CC=C(S1)CNC1=C(C(=NN1C(=O)C1=CSC=C1)C1CN(CCC1C)C(=O)N1CCCC1)OC N-[(5-Chlorothiophen-2-yl)methyl]-4-methoxy-3-[4-methyl-1-(pyrrolidin-1-carbonyl)piperidin-3-yl]-1-(thiophen-3-carbonyl)-1H-pyrazol-5-amin